1-(1-methylcyclopropyl)3-bromo-4-methoxybenzene CC1(CC1)C1=CC(=C(C=C1)OC)Br